tert-butyl ((1r,4r)-4-(3-chloro-4-cyano-2-methylphenoxy) cyclohexyl)carbamate ClC=1C(=C(OC2CCC(CC2)NC(OC(C)(C)C)=O)C=CC1C#N)C